4-(4-(2,4-dioxotetrahydropyrimidin-1(2H)-yl)phenyl)piperazine-1-carboxylic acid tert-butyl ester C(C)(C)(C)OC(=O)N1CCN(CC1)C1=CC=C(C=C1)N1C(NC(CC1)=O)=O